C(C=C)[Pd-2](=C1N(CCN1C1=C(C=CC=C1C(C)C)C(C)C)C1=C(C=CC=C1C(C)C)C(C)C)Cl allyl-[1,3-bis(2,6-diisopropylphenyl)-2-imidazolidinylidene]palladium (II) chloride